methyl 3-iodo-5-methylbenzoate IC=1C=C(C(=O)OC)C=C(C1)C